ClC1=C(C=C(C(=C1)Cl)OC)NC1=C(C=NC2=CC(=C(C=C12)OC)OCCCN1CCN(CC1)C(CCCNC1=C2C(N(C(C2=CC=C1)=O)C1C(NC(CC1)=O)=O)=O)=O)C#N 4-((2,4-dichloro-5-methoxyphenyl)amino)-7-(3-(4-(4-((2-(2,6-dioxopiperidin-3-yl)-1,3-dioxoisoindolin-4-yl)amino)butanoyl)piperazin-1-yl)propoxy)-6-methoxyquinoline-3-carbonitrile